1-adamantyl acrylate (1-ADAMANTYL ACRYLATE) C12(CC3CC(CC(C1)C3)C2)C(C(=O)O)=C.C(C=C)(=O)OC23CC1CC(CC(C2)C1)C3